N-(4-(1,1-Dioxidothiomorpholino)phenyl)-4-((4-methoxycyclohexyl)amino)-2-oxo-1,2-dihydropyridine-3-carboxamide O=S1(CCN(CC1)C1=CC=C(C=C1)NC(=O)C=1C(NC=CC1NC1CCC(CC1)OC)=O)=O